NC1=C(C(=C(C=2C(C3=CC=CC=C3C(C12)=O)=O)C#N)C#N)N 1,2-diamino-3,4-dicyanoanthraquinone